COC1=CC=C(C=N1)N=S1CCN(CC1)C1=CC=C(C=N1)C=1C=2N(C=C(C1)C=1C=NN(C1)C)N=CC2C#N 4-(6-(1-((6-methoxypyridin-3-yl)imino)-1-thiomorpholino)pyridin-3-yl)-6-(1-methyl-1H-pyrazol-4-yl)pyrazolo[1,5-a]pyridine-3-carbonitrile